2-nitronaphthalene [N+](=O)([O-])C1=CC2=CC=CC=C2C=C1